CC1CC(=O)OC(C1)=O β-methylglutaric anhydride